BrC=1C=C(C=CC1)CNC(C1=C(C=CC(=C1)NC(C(C)C)=O)OCC)=O N-(3-bromophenyl-methyl)-2-ethoxy-5-isobutyrylaminobenzamide